Cl.FC1=C(C=CC(=C1F)OC)C1=CN=C2N1C=CN=C2NC2=CC(=C(C(=O)NCCCCCNCC(=O)O)C=C2)CC (5-(4-((3-(2,3-difluoro-4-methoxy-phenyl)imidazo[1,2-a]pyrazin-8-yl)amino)-2-ethylbenzamido)pentyl)glycine hydrochloride